FS(C1=CC=C(C=C1)N[C@@H]1CC[C@H](CC1)S(=O)(=N)C1=CC=C(C=C1)C=1C=CC(=NC1)C(=O)N)(F)(F)(F)F 5-(4-{[trans-4-{[4-(pentafluoro-λ6-sulfanyl)phenyl]Amino}cyclohexyl]sulfonimidoyl}phenyl)pyridine-2-carboxamide